methyl (1S,2S)-2-(((6-(4-amino-3-methylisoxazol-5-yl)-2-methylpyridin-yl)oxy)methyl)cyclohexane-1-carboxylate NC=1C(=NOC1C1=CC=C(C(=N1)C)OC[C@@H]1[C@H](CCCC1)C(=O)OC)C